[Bi].[Sb].[Pb] lead-antimony-bismuth